5-amino-5'-methylthio-3,3'-hexamethylenebis(1,2,4-triazole) NC(CCCCC1=NNC=N1)CC1=NNC(=N1)SC